isopropylidenediphenol dimethacrylate C(C(=C)C)(=O)O.C(C(=C)C)(=O)O.C(C)(C)(C1=C(C=CC=C1)O)C1=C(C=CC=C1)O